ClC1=C(C=CC=C1)C(C)O (2-Chlorophenyl)ethanol